P-Toluenethiosulfonic acid potassium salt CC1=CC=C(C=C1)S(=O)(=S)[O-].[K+]